3-((6-((S)-(((benzyloxy)carbonyl)amino)(4,4-difluorocyclohexyl)methyl)imidazo[1,2-b][1,2,4]triazin-2-yl)methyl)-5,5-difluoro-2-oxopiperidine-3-carboxylic acid C(C1=CC=CC=C1)OC(=O)N[C@H](C=1N=C2N(N=C(C=N2)CC2(C(NCC(C2)(F)F)=O)C(=O)O)C1)C1CCC(CC1)(F)F